COC=1C=C(C=C2C=C(N=NC12)C)C(=O)NCC(C(F)(F)F)(O)C1=NC(=C(C(=C1)C(C)(C)O)F)C1=CC=C(C=C1)F (+)-8-methoxy-3-methyl-N-(3,3,3-trifluoro-2-(5-fluoro-6-(4-fluorophenyl)-4-(2-hydroxypropan-2-yl)pyridin-2-yl)-2-hydroxypropyl)cinnoline-6-carboxamide